6-(2,6-dioxopiperidin-3-yl)-3,4-dihydroisoquinolin O=C1NC(CCC1C=1C=C2CCN=CC2=CC1)=O